C(C)(C)(C)OC(=O)NC=1C(=C(C=C2C=C(N=CC12)NC(=O)NC1CC(CC1)OC)C1=C(C2=C(OCCN2C(=O)OC(C)(C)C)N=C1)C)F tert-Butyl 7-(8-((tert-butoxycarbonyl)amino)-7-fluoro-3-(3-(3-methoxycyclopentyl)ureido)isoquinolin-6-yl)-8-methyl-2,3-dihydro-1H-pyrido[2,3-b][1,4]oxazine-1-carboxylate